CC=1N=C(SC1S(=O)(=O)N1CCN(CC1)C[C@H](C)NC1=NC=NC2=C(C=CC=C12)C=1C=NN(C1)C)NC(OC)=O methyl N-[4-methyl-5-({4-[(2S)-2-{[8-(1-methyl-1H-pyrazol-4-yl)quinazolin-4-yl]amino}propyl]piperazin-1-yl}sulfonyl)-1,3-thiazol-2-yl]carbamate